tert-butyl (3S,4R)-3-((3-(((R)-1-(4-bromonaphthalen-1-yl)ethyl)carbamoyl)-4-methylphenyl)amino)-4-fluoropyrrolidine-1-carboxylate BrC1=CC=C(C2=CC=CC=C12)[C@@H](C)NC(=O)C=1C=C(C=CC1C)N[C@H]1CN(C[C@H]1F)C(=O)OC(C)(C)C